1-(5Z,8Z,11Z,14Z-eicosatetraenoyl)-2-heneicosanoyl-glycero-3-phospho-(1'-sn-glycerol) CCCCCCCCCCCCCCCCCCCCC(=O)O[C@H](COC(=O)CCC/C=C\C/C=C\C/C=C\C/C=C\CCCCC)COP(=O)(O)OC[C@H](CO)O